BrC=1C=C2C(=NN(C2=CC1)[C@@H](C)CC)CO (S)-(5-bromo-1-(sec-butyl)-1H-indazol-3-yl)methanol